C(C1=CC=CC=C1)(C1=CC=CC=C1)[C@@H]1N2C(C[C@H]2S[C@@]1(C)/C(=N/O)/Cl)=O (2S,3R,5R)-benzhydryl-3-((Z)-chloro(hydroxyimino)methyl)-3-methyl-7-oxo-4-thia-1-azabicyclo[3.2.0]Heptane